C(CC=C)N(C1=NC(=C(C=C1C(F)(F)F)[N+](=O)[O-])C=1OC(=NN1)C(CCC=C)O[Si](C1=CC=CC=C1)(C1=CC=CC=C1)C(C)(C)C)C N-But-3-enyl-6-[5-[1-[tert-butyl(diphenyl)silyl]oxypent-4-enyl]-1,3,4-oxadiazol-2-yl]-N-methyl-5-nitro-3-(trifluoromethyl)pyridin-2-amine